tert-butyl ((2R)-2-((4-(2-aminobenzo[d]thiazol-4-yl)-2-(N,N-bis(4-methoxybenzyl)sulfamoyl)-3-(1-(4-methoxybenzyl)-1H-tetrazol-5-yl)phenyl)sulfonyl)propyl)carbamate NC=1SC2=C(N1)C(=CC=C2)C2=C(C(=C(C=C2)S(=O)(=O)[C@@H](CNC(OC(C)(C)C)=O)C)S(N(CC2=CC=C(C=C2)OC)CC2=CC=C(C=C2)OC)(=O)=O)C2=NN=NN2CC2=CC=C(C=C2)OC